N,N'-dihexyl-N,N'-dicyclohexylmalonamide C(CCCCC)N(C(CC(=O)N(C1CCCCC1)CCCCCC)=O)C1CCCCC1